7-(5-chloro-2-methoxyphenyl)cinnoline diazabicycloundecenecarboxylate C1(=C(NNCCCCCCC1)C(=O)O)C1=CCCCCCCCCC1.ClC=1C=CC(=C(C1)C1=CC=C2C=CN=NC2=C1)OC